ClC1=NC=2CCN(CC2C=C1)C(CC1CCCC1)=O 1-(2-chloro-7,8-dihydro-1,6-naphthyridin-6(5H)-yl)-2-cyclopentylethan-1-one